1-(4-(7-(benzyloxy)-3-phenyl-2H-chromen-4-yl)phenyl)-4-(dimethoxymethyl)piperidine C(C1=CC=CC=C1)OC1=CC=C2C(=C(COC2=C1)C1=CC=CC=C1)C1=CC=C(C=C1)N1CCC(CC1)C(OC)OC